[5,10,15,20-tetrakis(4-sulfophenyl)porphyrin] cobalt [Co].S(=O)(=O)(O)C1=CC=C(C=C1)C=1C2=CC=C(N2)C(=C2C=CC(C(=C3C=CC(=C(C=4C=CC1N4)C4=CC=C(C=C4)S(=O)(=O)O)N3)C3=CC=C(C=C3)S(=O)(=O)O)=N2)C2=CC=C(C=C2)S(=O)(=O)O